FCS(=O)(=O)N[C@@H]1[C@@H](N([C@@H](C1)C)C(=O)OC(C)C)CO[C@H]1C[C@H]2C[C@]2(CC1)C1=NC=C(C=N1)F isopropyl (2R,3S,5R)-3-((fluoromethyl)sulfonamido)-2-((((1R,3R,6S)-6-(5-fluoropyrimidin-2-yl)bicyclo[4.1.0]heptan-3-yl)oxy)methyl)-5-methylpyrrolidine-1-carboxylate